2-(3-Hydroxy-3-methylbutyl)-6-(pyridin-4-yl)-2H-indazole OC(CCN1N=C2C=C(C=CC2=C1)C1=CC=NC=C1)(C)C